O1C=NCC1 4,5-dihydro-1,3-oxazole